1-[1-(6-pyrrolidin-1-ylpyridazin-4-yl)indazol-6-yl]cyclopentanecarbonitrile N1(CCCC1)C1=CC(=CN=N1)N1N=CC2=CC=C(C=C12)C1(CCCC1)C#N